ethyl (S)-4-(4-fluoro-6-methoxy-5-(3-((6-methoxy-2-((S)-4-methoxy-3-methyl-4-oxobutanoyl)isoindolin-5-yl)oxy)propoxy)benzo[b]thiophen-2-yl)-2-methyl-4-oxobutanoate FC1=C(C(=CC=2SC(=CC21)C(C[C@@H](C(=O)OCC)C)=O)OC)OCCCOC=2C=C1CN(CC1=CC2OC)C(C[C@@H](C(=O)OC)C)=O